[N+](=O)([O-])C=1C=C(C=CC1)C1=CC=C(N1C(=O)OC(C)(C)C)C(=O)OC 1-(tert-butyl) 2-methyl 5-(3-nitrophenyl)-1H-pyrrole-1,2-dicarboxylate